8-acetyl-3-(1-(2,2,3,3,3-pentafluoropropyl)-1H-pyrazol-4-yl)-2-(trifluoromethyl)-4H-pyrido[1,2-a]pyrimidin-4-one C(C)(=O)C1=CC=2N(C(C(=C(N2)C(F)(F)F)C=2C=NN(C2)CC(C(F)(F)F)(F)F)=O)C=C1